N1(CCCC1)C(=O)ONC=1C=C2C(OC(C2=CC1)CC1=C(C=CC=C1)C)=O ((1-(2-methylbenzyl)-3-oxo-1,3-dihydroisobenzofuran-5-yl) amino) pyrrolidine-1-carboxylate